[3-(2-chloro-5-fluorophenyl)-6-{[(2,2-difluoroethyl)amino]methyl}-7-methoxy-1-oxo-2,3-dihydro-1H-isoindol-4-yl]-3-fluoro-5-(trifluoromethyl)benzamide ClC1=C(C=C(C=C1)F)C1NC(C2=C(C(=CC(=C12)C1=C(C(=O)N)C=C(C=C1F)C(F)(F)F)CNCC(F)F)OC)=O